ethyl 2-(3-chloro-2-fluoro-4-(4-hydroxy-3-isopropylbenzyl)-5-isopropylphenoxy)acetate ClC=1C(=C(OCC(=O)OCC)C=C(C1CC1=CC(=C(C=C1)O)C(C)C)C(C)C)F